C(#N)C1=CC(=C(COC2=CC=CC(=N2)C2=CC(=C(CC3=NC4=C(N3C)C=CC=C4OC)C=C2F)F)C=C1)F 2-(4-(6-((4-Cyano-2-fluorobenzyl)oxy)pyridin-2-yl)-2,5-difluorobenzyl)-4-methoxy-1-methyl-1H-benzo[d]imidazole